C(C)N=[Ta](N(CC)CC)(N(CC)CC)N(CC)CC ethyliminotri(diethylamino)tantalum